CC1=C(N=C(S1)C=O)C1=CC=NN1C 5-methyl-4-(1-methyl-1H-pyrazol-5-yl)thiazole-2-carbaldehyde